C1(=CC=CC=C1)NC1=CC(=CN=N1)NC(CC1=C(C=CC=C1Cl)Cl)=O N-(6-Phenylaminopyridazin-4-yl)-2-(2,6-dichlorophenyl)acetamide